CN(CC(=O)O)CC1=C(C(=CC(=C1)CCCCCCCCC)CN(C)CC(=O)O)O.[Na].[Na] disodium 2,6-bis(N-methyl-N-carboxymethyl-aminomethyl)-4-nonylphenol